(3Z)-15,15-diethoxy-3-pentadecen-1-ol C(C)OC(CCCCCCCCCC\C=C/CCO)OCC